COC=1C=CC(=NC1)COC1=CC=C2CCN(C(C2=C1)=O)CC=1C=NC(=CC1)OC 7-[(5-Methoxypyridin-2-yl)methoxy]-2-[(6-methoxypyridin-3-yl)methyl]-1,2,3,4-tetrahydroisoquinolin-1-one